4-(((2-amino-4-hydroxypteridin-6-yl)methyl)amino)-N-(17-oxo-4,7,10,13-tetraoxa-16-azaicos-1-yn-20-yl)benzamide NC1=NC2=NC=C(N=C2C(=N1)O)CNC1=CC=C(C(=O)NCCCC(NCCOCCOCCOCCOCC#C)=O)C=C1